COC(C1=CC=C(C=C1)[C@@H](C)N1CCOCC1)=O (R)-4-(1-Morpholinoethyl)benzoic acid methyl ester